COC1=CC=C(C=N1)CN1CCNCC1 1-((6-methoxypyridin-3-yl)methyl)piperazine